BrC=1C=C2C(C(=COC2=C(C1F)C)C1=CC(=CC=C1)C1(CC(C1)C)C1=NN=CN1C)=O 6-Bromo-7-fluoro-8-methyl-3-(3-(cis-3-methyl-1-(4-methyl-4H-1,2,4-triazole-3-yl)cyclobutyl)phenyl)-4H-chromen-4-one